FC1=C(CNC(=O)C2NCCN(C2)C=2C=3C(N=CN2)=NN(C3)C3=CC=C(C=C3)C)C=CC(=C1)F N-(2,4-difluorobenzyl)-4-(2-(p-tolyl)-2H-pyrazolo[3,4-d]pyrimidin-4-yl)piperazine-2-carboxamide